methyl 2-(5-bromo-3,3-dimethyl-2-oxoindol-1-yl)acetate BrC=1C=C2C(C(N(C2=CC1)CC(=O)OC)=O)(C)C